benzyl (S)-4-(7-(8-chloronaphthalen-1-yl)-2-((1-methylpyrrolidin-2-yl)methoxy)-8-oxo-7,8-dihydropyrimido[5,4-d]pyrimidin-4-yl)piperazine-1-carboxylate ClC=1C=CC=C2C=CC=C(C12)N1C=NC2=C(N=C(N=C2N2CCN(CC2)C(=O)OCC2=CC=CC=C2)OC[C@H]2N(CCC2)C)C1=O